N-[[2-[(cyclobutyl-amino)methyl]-1H-indol-6-yl]methyl]-4-oxo-pyrido[1,2-a]pyrimidine-2-carboxamide C1(CCC1)NCC=1NC2=CC(=CC=C2C1)CNC(=O)C=1N=C2N(C(C1)=O)C=CC=C2